CON(C(C(C)OC)=O)CC1=CC=C(C=C1)C1=NOC(=N1)C(F)(F)F N,2-dimethoxy-N-[[4-[5-(trifluoromethyl)-1,2,4-oxadiazol-3-yl]phenyl]-methyl]propanamide